2-(4-(2-Chlorophenyl)-3-isopropyl-6-oxopyridazin-1(6H)-yl)-N-(cis-3-hydroxy-3-methylcyclobutyl)acetamide ClC1=C(C=CC=C1)C=1C(=NN(C(C1)=O)CC(=O)NC1CC(C1)(C)O)C(C)C